[Cl-].CN1C=[N+](C=C1)C=C N-methyl-N'-vinylimidazolium chloride